CC1(CC1)NC(OC1CCC(CCC1)C1=NN(C(=C1)NC(CC1=CC(=NO1)C)=O)C(C)(C)C)=O 4-(1-(tert-butyl)-5-(2-(3-methylisoxazol-5-yl)acetamido)-1H-pyrazol-3-yl)cycloheptyl (1-methylcyclopropyl)carbamate